3-(2-(2-Aminopyridin-3-yl)-3-(4-(chloromethyl)phenyl)-3H-imidazo[4,5-b]pyridin-5-yl)oxazolidin-2-one NC1=NC=CC=C1C1=NC=2C(=NC(=CC2)N2C(OCC2)=O)N1C1=CC=C(C=C1)CCl